N1=CC(=CC=C1)C#CC1=NN(C=C1)COCC[Si](C)(C)C 3-(pyridin-3-ylethynyl)-1-((2-(trimethylsilyl)ethoxy)methyl)-1H-pyrazol